C(C)(C)(C)OC(=O)C=1C=NN(C1N)C1=NC(=CC(=N1)C#N)NC1=C(C(=CC=C1)C)C tert-butyl-{4-cyano-6-[(2,3-dimethylphenyl) amino] pyrimidin-2-yl}-5-amino-1H-pyrazole-4-carboxylate